(2S)-2-(methylamino)-3-sulfanyl-propionic acid CN[C@@H](C(=O)O)CS